C1(CC1)C=1SC(=CN1)C=1C=C(C=CC1)N(C(=O)[C@@H]1CC[C@H](CC1)C(=O)OC)C[C@@H]1CC[C@H](CC1)C=1C=NC(=CC1)N(C)C trans-Methyl 4-((3-(2-cyclopropylthiazol-5-yl)phenyl)((trans-4-(6-(dimethylamino)pyridin-3-yl)cyclohexyl)methyl)carbamoyl)cyclohexanecarboxylate